OC(CC[C@H]1CC(N(C1)C(=O)OC(C)(C)C)(C)C)C1=CC=CC=C1 tert-butyl (4S)-4-(3-hydroxy-3-phenyl-propyl)-2,2-dimethyl-pyrrolidine-1-carboxylate